(R)-10-methyl-3-(5-methyl-3-vinyl-1H-1,2,4-triazol-1-yl)-9,10,11,12-tetrahydro-8H-[1,4]diazepino[5',6':4,5]thieno[3,2-f]quinolin-8-one C[C@H]1NC(C2=C(C=3C=4C=CC(=NC4C=CC3S2)N2N=C(N=C2C)C=C)NC1)=O